ClC1=CC=C(C=C1)[C@H](CC1=NOC(=N1)CN1C(N(C(=C(C1=O)F)C)C)=O)O (S)-3-((3-(2-(4-chlorophenyl)-2-hydroxyethyl)-1,2,4-oxadiazol-5-yl)methyl)-5-fluoro-1,6-dimethylpyrimidine-2,4(1H,3H)-dione